C[C@@H]1N([C@@H](CCC1)C)CCONC(=O)C1=CC=C(C=C1)N\C(=C\1/C(NC2=CC(=CC=C12)C(=O)OC)=O)\C1=CC=CC=C1 (Z)-Methyl 3-(((4-((2-((2S,6R)-2,6-dimethylpiperidin-1-yl)ethoxy)carbamoyl)phenyl)amino)(phenyl)methylene)-2-oxoindoline-6-carboxylate